CCC(CCC)NC1CCC(CC1)N N-(Hexane-3-yl)cyclohexane-1,4-diamine